COC=1C=C(C=CC1COC1=C(C=CC=C1)S(F)(F)(F)(F)F)C1C=2C(NC(C1)=O)=NNC2 4-(3-Methoxy-4-{[2-(pentafluoro-λ6-sulfanyl)phenoxy]methyl}phenyl)-2H,4H,5H,6H,7H-pyrazolo[3,4-b]pyridin-6-on